ClC1=CC=C2C(=CNC2=C1)S(=O)(=O)NC1=NC=C(C=C1OC)C(F)(F)F 6-chloro-N-[3-methoxy-5-(trifluoromethyl)pyridin-2-yl]-1H-indole-3-sulfonamide